BrC=1OC2=C(C1C)C(\C(\C(C2)(C)C)=C/N(C)C)=O (Z)-2-bromo-5-[(dimethylamino)methylidene]-3,6,6-trimethyl-6,7-dihydro-1-benzofuran-4(5H)-one